CC=1C(=NOC1C)C1=C(C(=CC=C1)C1=CC=CC=C1)S(=O)(=O)NCOC (4,5-dimethylisoxazol-3-yl)-N-(methoxymethyl)-[1,1'-biphenyl]-2-sulfonamide